7-(2-phenylethyl)-5H,6H,7H,8H,9H,10H-cyclohepta[b]indole-4-carboxylic acid C1(=CC=CC=C1)CCC1CCCC2=C(NC3=C(C=CC=C23)C(=O)O)C1